C[SiH](O)C Dimethyl-silanol